4-acryloxy-2,2,6,6-tetramethylpiperidine C(C=C)(=O)OC1CC(NC(C1)(C)C)(C)C